t-butyl trans-p-coumarate C(\C=C\C1=CC=C(C=C1)O)(=O)OC(C)(C)C